CNC1=NC=C(C2=C1C=NN2COCC[Si](C)(C)C)NC(C(N2[C@H](CC[C@@H](C2)C)C=2C=CC1=C(N=CS1)C2)=O)=O N-[4-(Methylamino)-1-(2-trimethylsilylethoxymethyl)pyrazolo[4,3-c]pyridin-7-yl]-2-oxo-2-[(2R,5S)-2-(1,3-benzothiazol-5-yl)-5-methyl-1-piperidyl]acetamide